ClC1=C(C=CC=C1)C1=NC2=C(N1C)CCC(C2)N2CC1=CC(=CC=C1CC2)OCC(COC)O ((2-(2-(2-Chlorophenyl)-1-methyl-4,5,6,7-tetrahydro-1H-benzo[d]imidazol-5-yl)-1,2,3,4-tetrahydroisochinolin-7-yl)oxy)-3-methoxypropan-2-ol